BrC1=CC=CC=2[C@@H](COC21)NC (S)-7-bromo-N-methyl-2,3-dihydrobenzofuran-3-amine